(2S,3S)-2-allyl-5-(6-(difluoromethyl)-5-methylpyridin-3-yl)-9-fluoro-3-methyl-2,3-dihydrobenzo[f][1,4]oxazepine C(C=C)[C@@H]1OC2=C(C(=N[C@H]1C)C=1C=NC(=C(C1)C)C(F)F)C=CC=C2F